3-(1H-indol-4-yl)-6-(1H-pyrazol-1-yl)imidazo[1,2-a]pyridine N1C=CC2=C(C=CC=C12)C1=CN=C2N1C=C(C=C2)N2N=CC=C2